C(C)OC(=C)C=1N=C(C(=NC1)C(=O)OCC1=CC=CC=C1)N1CCC2(CC2)CC1 benzyl 5-(1-ethoxyvinyl)-3-(6-azaspiro[2.5]octan-6-yl)pyrazine-2-carboxylate